CN(C)\C=C(\C(=O)OCC1=CC=CC=C1)/C(CCC(=O)OC)=O 1-benzyl 6-methyl (E)-2-((dimethylamino)methylene)-3-oxohexanedioate